NC=1C=C(C=CC1O)C1(CC1)C#N 1-(3-Amino-4-hydroxyphenyl)cyclopropane-1-carbonitrile